5-(benzyloxy)-4-(8-(tetrahydrofuran-3-carboxamido)-1,2,3,4-tetrahydroisoquinoline-2-carbonyl)-1,3-phenylene bis(4-methylbenzenesulfonate) CC1=CC=C(C=C1)S(=O)(=O)OC1=CC(=C(C(=C1)OCC1=CC=CC=C1)C(=O)N1CC2=C(C=CC=C2CC1)NC(=O)C1COCC1)OS(=O)(=O)C1=CC=C(C=C1)C